OCCCCOC1=C(C=C(C=C1)C1=CC=C(C=C1)C(=O)O)C1=CC(=C(C=C1)N1CCCC1)[Si](C)(C)C 4'-(4-hydroxybutoxy)-4''-(pyrrolidin-1-yl)-3''-(trimethylsilyl)-[1,1':3',1''-terphenyl]-4-carboxylic acid